6'-(((1S,3S)-3-((5-ethynylpyrimidin-2-yl)amino)cyclopentyl)amino)-2H-[1,3'-bipyridine]-2-one C(#C)C=1C=NC(=NC1)N[C@@H]1C[C@H](CC1)NC1=CC=C(C=N1)N1C(C=CC=C1)=O